FC(COC=1C(=NON1)C(=O)N(C(OCCCC)=O)C1=CC=CC=C1)(F)F butyl (4-(2,2,2-trifluoroethoxy)-1,2,5-oxadiazole-3-carbonyl)(phenyl)carbamate